5,7-dihydrospiro[cyclopenta[b]pyridin-6,4'-piperidin]-7-amine N1CCC2(CC1)CC=1C(=NC=CC1)C2N